3-(3-((1R,2R,3R)-2-Ethyl-3-(1-methyl-1H-pyrazol-4-yl)cyclopropan-1-carboxamido)-7-fluoroisochinolin-6-yl)-4-methylpyridin-1-oxid C(C)[C@H]1[C@H]([C@@H]1C=1C=NN(C1)C)C(=O)NC=1N=CC2=CC(=C(C=C2C1)C=1C=[N+](C=CC1C)[O-])F